C(C)(=O)NC=1C=C(C(=O)NCCSC2=NC=C(C=C2Cl)C(F)(F)F)C=C(N1)C 2-acetamido-N-(2-((3-chloro-5-(trifluoromethyl)pyridin-2-yl)thio)ethyl)-6-methylisonicotinamide